5-bromo-1-methyl-6-oxo-pyridazine-3-carboxylic acid methyl ester COC(=O)C1=NN(C(C(=C1)Br)=O)C